OCC1(CC(=NC=C1)C1=NC=CC=C1)C 4'-hydroxymethyl-4'-methyl-2,2'-bipyridine